3,5-dihydroxy-4-methoxyl-benzyl alcohol OC=1C=C(CO)C=C(C1OC)O